(3R)-N-[(1S)-1-cyclopropyl-2-(4-methylpiperidin-1-yl)ethyl]-7-hydroxy-1,2,3,4-tetrahydroisoquinoline-3-carboxamide C1(CC1)[C@@H](CN1CCC(CC1)C)NC(=O)[C@@H]1NCC2=CC(=CC=C2C1)O